5-ethyl-2-methoxy-N-(5-phenylisoxazol-3-yl)benzenesulfonamide C(C)C=1C=CC(=C(C1)S(=O)(=O)NC1=NOC(=C1)C1=CC=CC=C1)OC